2,2'-bis(trifluoromethyl)-biphenyldiamine FC(C1(C(=CC=CC1N)C1=C(C=CC=C1)C(F)(F)F)N)(F)F